6-(4-Fluoro-3-(trifluoromethyl)benzylamino)-9-β-D-arabinofuranosylpurin FC1=C(C=C(CNC2=C3N=CN(C3=NC=N2)[C@H]2[C@@H](O)[C@H](O)[C@H](O2)CO)C=C1)C(F)(F)F